1-(4-(4-((3-chloro-4-((3-methyl-1H-pyrazol-4-yl)methoxy)phenyl)amino)-7H-pyrrolo[2,3-d]pyrimidin-5-yl)piperidin-1-yl)prop-2-en-1-one ClC=1C=C(C=CC1OCC=1C(=NNC1)C)NC=1C2=C(N=CN1)NC=C2C2CCN(CC2)C(C=C)=O